1-(4-amino-5-((2-cyclopropyl-4,6-difluorobenzo[d]thiazol-5-yl)ethynyl)-8,9-dihydropyrazino[1',2':1,5]pyrrolo[2,3-d]pyrimidin-7(6H)-yl)-2-fluoroprop-2-en-1-one NC=1C2=C(N=CN1)N1C(=C2C#CC=2C(=CC3=C(N=C(S3)C3CC3)C2F)F)CN(CC1)C(C(=C)F)=O